1-[4-(6,7-dimethoxyquinolin-4-yl)oxy-2-methoxyphenyl]-3-[1-(1,3-thiazol-2-yl)ethyl]urea COC=1C=C2C(=CC=NC2=CC1OC)OC1=CC(=C(C=C1)NC(=O)NC(C)C=1SC=CN1)OC